NC1=C(C=C(C=C1F)C(=O)C1=CC=C2C(=CC=CN12)C1=C(C2=C(N(C(=N2)C)C)C=C1C(=C)C)Cl)F (4-amino-3,5-difluorophenyl)(8-(4-chloro-1,2-dimethyl-6-(prop-1-en-2-yl)-1H-benzo[d]imidazol-5-yl)indolizin-3-yl)methanone